(1R)-1-(furan-2-yl)ethan-1-amine O1C(=CC=C1)[C@@H](C)N